C(C)C1=CN=C2C(=CC=NC2=C1)OC1=C(C=C(C=C1)NC(=O)C=1C=NC(=C(C1O)C1=CC=C(C=C1)F)C)F N-[4-[(7-Ethyl-1,5-naphthyridin-4-yl)oxy]-3-fluorophenyl]-5-(4-fluorophenyl)-4-hydroxy-6-methylpyridine-3-carboxamide